BrC=1C=C(C=CC1)C1NC(OC1)=O 4-(3-bromophenyl)-oxazolidin-2-one